NC1OC2=CC=CC=C2C=C1 amino-chromene